NC1CN(C(C(C1)(C(=O)O)CCCO)C1=CN(C(C=C1)=O)CCCO)CC1=C(C=CC=C1F)F 3-amino-N-(2,6-difluorobenzyl)-6-(1-(3-hydroxypropyl)-6-oxo-1,6-dihydropyridin-3-yl)-5-(3-hydroxy-propyl)-piperidine-5-carboxylic acid